2-(1-methyl-4-piperidyl)-6-(4,4,5,5-tetramethyl-1,3,2-dioxaborolan-2-yl)Isoindolin-1-one CN1CCC(CC1)N1C(C2=CC(=CC=C2C1)B1OC(C(O1)(C)C)(C)C)=O